[2H]C(C)(C1=C(C(=CC(=C1)F)Cl)COC=1C=CC=C2C(=CC(=NC12)C)C1=NC=NN1C)C(C(=O)N)OC(F)F (1-deutero-1-(3-chloro-5-fluoro-2-((2-methyl-4-(1-methyl-1H-1,2,4-triazol-5-yl)quinolin-8-yloxy)methyl)phenyl)ethyl)-2-(difluoromethoxy)acetamide